6-[7,7-difluoro-2-[(2R)-2-(trifluoromethyl)azetidin-1-yl]-5,6-dihydrocyclopenta[d]pyrimidin-4-yl]-3'-(2-trimethylsilylethoxymethyl)spiro[2H-benzofuran-3,5'-imidazolidine]-2',4'-dione FC1(CCC2=C1N=C(N=C2C2=CC1=C(C=C2)C2(C(N(C(N2)=O)COCC[Si](C)(C)C)=O)CO1)N1[C@H](CC1)C(F)(F)F)F